ClC1=CC=C(C=C1)C1=NN(C(C2=CC=CC=C12)=O)NC(C[C@H]1[C@H]2C([C@@H](CC1(F)F)C2)(C)C)=O N-[4-(4-chlorophenyl)-1-oxophthalazin-2(1H)-yl]-2-[(1S,2S,5R)-3,3-difluoro-6,6-dimethylbicyclo[3.1.1]hept-2-yl]acetamide